CN1N=C(C=C1C(=O)N1CCN(CC1)C1=C(C=CC=C1)C=CC(=O)NO)C (l)-3-(2-(4-(1,3-dimethyl-1H-pyrazole-5-carbonyl)piperazin-1-yl)phenyl)-N-hydroxyacrylamide